2-[3-(octahydro-2H-pyrido[1,2-a]pyrazin-2-yl)-1,2,4-triazin-6-yl]-5-(1H-pyrazol-4-yl)phenol C1C2N(CCN1C=1N=NC(=CN1)C1=C(C=C(C=C1)C=1C=NNC1)O)CCCC2